(1S,2R)-2-[({2-[5-Cyclopropyl-4'-fluoro-2'-(4-methyl-1,2,4-triazol-3-yl)-[1,1'-biphenyl]-3-yl]-7-(trifluoromethyl)-1,3-benzoxazol-5-yl}methyl)amino]cyclopentan-1-ol C1(CC1)C=1C=C(C=C(C1)C1=C(C=C(C=C1)F)C1=NN=CN1C)C=1OC2=C(N1)C=C(C=C2C(F)(F)F)CN[C@H]2[C@H](CCC2)O